2-(4-(3-(2,6-dioxopiperidin-3-yl)-1-methyl-1H-indazol-6-yl)piperidin-1-yl)acetic acid O=C1NC(CCC1C1=NN(C2=CC(=CC=C12)C1CCN(CC1)CC(=O)O)C)=O